C(=O)(OC(C)(C)C)N(C1=C2NC=NC2=NC=N1)C(=O)OC(C)(C)C Di-Boc-adenine